ClC1=C(C=C(C=C1)C(=O)N1[C@@H](C=2N(CC1)C(=NC2C=COCC)C2=NC(=NS2)C)C)F (R)-(4-chloro-3-fluorophenyl)(1-(2-ethoxyvinyl)-8-methyl-3-(3-methyl-1,2,4-thiadiazol-5-yl)-5,6-dihydroimidazo[1,5-a]pyrazin-7(8H)-yl)methanone